N=1C(C=CC=C2C1C=CC=C2)=O BENZOAZEPIN-2-ON